N[C@H]1CCC2=CC(=CC=C12)N1C(=NC=2C1=NC(=CC2)Br)C=2C(=NC=CC2)N (S)-3-(3-(1-amino-2,3-dihydro-1H-inden-5-yl)-5-bromo-3H-imidazo[4,5-b]pyridin-2-yl)pyridin-2-amine